tert-butyl-allyl-cobalt C(C)(C)(C)[Co]CC=C